3-benzyl-1-(trans-4-((5-cyanopyridin-2-yl)amino)-cyclohexyl)-1-(4-(6-methoxypyridin-2-yl)phenyl)urea C(C1=CC=CC=C1)NC(N(C1=CC=C(C=C1)C1=NC(=CC=C1)OC)[C@@H]1CC[C@H](CC1)NC1=NC=C(C=C1)C#N)=O